BrC=1C=C(C=C2C(C(=COC12)C=O)=O)Cl 8-BROMO-6-CHLORO-3-FORMYLCHROMONE